Cl.CN1N=CC(=C1)C=1C=CC=2N(C1)N=CC2N2CCNCC2 6-(1-methyl-1H-pyrazol-4-yl)-3-piperazin-1-ylpyrazolo[1,5-a]pyridine hydrochloride